6-(3-((5-cyano-4-(4-fluorophenyl)thiazol-2-yl)amino)-2-ethyl-7-methylpyrazolo[1,5-a]pyridin-5-yl)-2,6-diazaspiro[3.4]octane-2-carboxylic acid tert-butyl ester C(C)(C)(C)OC(=O)N1CC2(C1)CN(CC2)C2=CC=1N(C(=C2)C)N=C(C1NC=1SC(=C(N1)C1=CC=C(C=C1)F)C#N)CC